ClC1=NC=C2C(=CC(NC2=C1F)=O)O 7-chloro-8-fluoro-4-hydroxy-1,6-naphthyridin-2(1H)-one